(±)-7-(Cyclopropylamino)-5-((4-(2,5-dihydro-1H-pyrrol-3-yl)-3-((methylsulfinyl)methyl)phenyl)amino)pyrazolo[1,5-a]pyrimidine-3-carbonitrile monotrifluoroacetic acid salt FC(C(=O)O)(F)F.C1(CC1)NC1=CC(=NC=2N1N=CC2C#N)NC2=CC(=C(C=C2)C=2CNCC2)C[S@](=O)C |r|